AZETIDINE-3-CARBOXYLIC ACID HYDROCHLORIDE Cl.N1CC(C1)C(=O)O